C1(CCCC1)N1C(=CC2=C1N=C(N=C2)NC2=NC=C(C=C2)N2C[C@H]1CC[C@@H](CC2=O)N1C)C(=O)N(C)C 7-cyclopentyl-N,N-dimethyl-2-(5-((1R,6S)-9-methyl-4-oxo-3,9-diazabicyclo[4.2.1]nonan-3-yl)pyridin-2-ylamino)-7H-pyrrolo[2,3-d]pyrimidine-6-carboxamide